trifluoromethylphenyl-thiourea FC(F)(F)N(C(=S)N)C1=CC=CC=C1